FC1=CC=C(C=C1)C1=NOC(=N1)C1CN(CCC1)C(CC1=NON=C1C)=O 1-(3-(3-(4-fluorophenyl)-1,2,4-oxadiazol-5-yl)piperidin-1-yl)-2-(4-methyl-1,2,5-oxadiazol-3-yl)ethan-1-one